N-(3-methyltetrahydrofuran-3-yl)-2-(4-pyridyl)-5,6,7,8-tetrahydropyrido[3,2-d]pyrimidin-4-amine CC1(COCC1)NC=1C2=C(N=C(N1)C1=CC=NC=C1)CCCN2